4-(4-hydroxyphenyl)-1H-benzo[h]quinazolin-2-one sodium salt [Na].OC1=CC=C(C=C1)C1=NC(NC2=C3C(=CC=C12)C=CC=C3)=O